4-[3-[2,6-Dichloro-4-(3-methoxyazetidin-1-yl)benzoyl]-2,4-dihydro-1,3-benzoxazin-8-yl]-5-fluoro-2-(3-oxa-8-azabicyclo[3.2.1]octan-8-yl)benzoic acid ClC1=C(C(=O)N2COC3=C(C2)C=CC=C3C3=CC(=C(C(=O)O)C=C3F)N3C2COCC3CC2)C(=CC(=C1)N1CC(C1)OC)Cl